CC(=C[C@H]1C([C@@H]1C(=O)OCC1=C(C(=C(C(=C1F)F)COC)F)CCC)(C)C)C 4-methoxymethyl-2-(1-propyl)-3,5,6-trifluorobenzyl (1R)-trans-3-(2-methyl-1-propenyl)-2,2-dimethylcyclopropanecarboxylate